C(C)N(C(=O)[C@@H]1CN(C)[C@@H]2CC3=CNC4=CC=CC(C2=C1)=C34)CC isolysergic acid diethylamide